C(CCCCCCC\C=C/C\C=C/CCCCC)C1(OCC(O1)CCN(C)C)CCCCCCCC\C=C/C\C=C/CCCCC 2,2-dilinoleyl-4-(2-dimethylaminoethyl)[1,3]-dioxolane